NC1=C(SC2=NC(=CC=C21)C)C(=O)N[C@@H]2CC=1C=CC(=NC1CC2)N2CC1(OCCO1)[C@H](C2)NC(OC(C)(C)C)=O tert-Butyl N-[(9S)-7-[(6S)-6-[3-amino-6-methylthieno[2,3-b]pyridine-2-amido]-5,6,7,8-tetrahydroquinolin-2-yl]-1,4-dioxa-7-azaspiro[4.4]nonan-9-yl]carbamate